C1(=CC=CC=C1)CC1=NC(=NN1)CCC 5-(Phenylmethyl)-3-propyl-1,2,4-triazole